tetraaminonickel N[Ni](N)(N)N